1H-pyrazole-3,5-diamine N1N=C(C=C1N)N